C1(CC1)C([C@@H](C(=O)NC1=CC=C(C=C1)N1C(NC=C1C)=O)NC(=O)C=1N(N=CC1)CC)C1CC1 N-[(1S)-1-(dicyclopropylmethyl)-2-[4-(4-methyl-2-oxo-1H-imidazol-3-yl)anilino]-2-oxo-ethyl]-2-ethyl-pyrazole-3-carboxamide